5-(8-(8,8-difluoro-2,6-diazaspiro[3.4]octan-6-yl)imidazo[1,2-b]pyridazin-6-yl)pyrimidine-2,4(1H,3H)-dione bisHCl Cl.Cl.FC1(CN(CC12CNC2)C=2C=1N(N=C(C2)C=2C(NC(NC2)=O)=O)C=CN1)F